FS(=O)(=O)OC1=CC=C(C=C1)NC(=O)C=1C=CC2=C(NC(C(S2)C)=O)C1 N-[4-[(fluorosulfonyl)oxy]phenyl]-3,4-dihydro-2-methyl-3-oxo-2H-1,4-benzothiazine-6-carboxamide